FC(OC1=CC(=CC2=CN[C@H]3C=4N(C(=C21)C3)C3=C(N4)C=C(C(=C3)C=3C=NC(=NC3)C(C)(C)O)F)C(F)(F)F)F (7R,14R)-1-(difluoromethoxy)-10-fluoro-11-[2-(2-hydroxypropan-2-yl)pyrimidin-5-yl]-3-(trifluoromethyl)-6,7-dihydro-7,14-methanobenzimidazo[1,2-b][2,5]benzodiazocin